2-(6-(4-fluoro-1H-pyrazol-1-yl)pyridin-3-yl)propanamide FC=1C=NN(C1)C1=CC=C(C=N1)C(C(=O)N)C